5-(4-cyclopropyl-1H-imidazol-1-yl)-2-chlorothiophene-3-carboxylic acid C1(CC1)C=1N=CN(C1)C1=CC(=C(S1)Cl)C(=O)O